FC=1C=C(NCC=2C=C(C=C3C(C=C(OC23)N2CCOCC2)=O)C#C)C=C(C1)F 8-[(3,5-difluoroanilino)methyl]-6-ethynyl-2-morpholino-chromen-4-one